FC1=CC=C(C(=C1)C)C(=O)O 5-fluoro-2-Toluic acid